C(C=C)N(C(OC(C)(C)C)=O)C(CCC#C[Si](C(C)C)(C(C)C)C(C)C)C(F)F tert-butyl N-allyl-N-[1-(difluoromethyl)-5-triisopropylsilyl-pent-4-ynyl]carbamate